BrC1=NC(=CC(=C1)N1CCCCC1)Br 2,6-dibromo-4-(piperidin-1-yl)pyridine